C(CCC[N+]1=CN(C=C1)C=C)[N+]1=CN(C=C1)C=C 3,3'-(butane-1,4-diyl)bis(1-vinyl-3-imidazolium)